CC(/C=C/C(C(=O)OCC)NC(C1=CC(=NC=C1)OC1=CC=CC=C1)=O)(C)C ethyl (E)-5,5-dimethyl-2-(2-phenoxyisonicotinoylamino)-3-hexenoate